BrC=1N=CN(C1)C1=C(C=C(C=C1)N1C[C@@H](CC1)N(C)C)N(C)C (R)-1-(4-(4-Bromo-1H-imidazol-1-yl)-3-(dimethylamino)phenyl)-N,N-dimethylpyrrolidin-3-amine